ethyl 1-(4-(2-methoxyethyl)benzyl)-1H-pyrazole-4-carboxylate COCCC1=CC=C(CN2N=CC(=C2)C(=O)OCC)C=C1